C(C)(C)(C)OC(=O)NN(C(=O)C=1C(=CN(C(C1)=O)C1CCN(CC1)C(=O)OC(C)(C)C)C(=O)OC(C)(C)C)C tert-butyl 4-(2-(tert-butoxycarbonyl)-1-methylhydrazine-1-carbonyl)-1-(1-(tert-butoxycarbonyl) piperidin-4-yl)-6-oxo-1,6-dihydropyridine-3-carboxylate